10-chloro-3-imidazol-1-yl-2,3-dihydro-1H-7-oxa-11b-azabenzo[de]-anthracene ClC1=CC=2N3C4=C(C=CC=C4OC2C=C1)C(CC3)N3C=NC=C3